4-((3-chloro-4-(2-hydroxyethoxy)phenyl)amino)-7-fluoro-1H-indole-2-carboxylic acid ethyl ester C(C)OC(=O)C=1NC2=C(C=CC(=C2C1)NC1=CC(=C(C=C1)OCCO)Cl)F